C1(CC1)OC1=C(C=O)C=C(C=C1)NC 2-CYCLOPROPOXY-5-(METHYLAMINO)BENZALDEHYDE